2-Nitro-5-(pyridin-3-yloxy)isonicotinic acid [N+](=O)([O-])C=1C=C(C(=O)O)C(=CN1)OC=1C=NC=CC1